5-(N-(2-(3,8-diazabicyclo[3.2.1]octane-8-yl)phenyl)-N-phenethylsulfamoyl)-3-methylbenzofuran-2-carboxylic acid ethyl ester C(C)OC(=O)C=1OC2=C(C1C)C=C(C=C2)S(N(CCC2=CC=CC=C2)C2=C(C=CC=C2)N2C1CNCC2CC1)(=O)=O